tert-butyl (4-((5-chloro-3-nitropyridin-2-yl)amino)cyclohexyl)carbamate ClC=1C=C(C(=NC1)NC1CCC(CC1)NC(OC(C)(C)C)=O)[N+](=O)[O-]